ClC=1C=2N(C=CN1)C(=NC2)C2=C(C(=CC=C2)Cl)Cl 8-chloro-3-(2,3-dichlorophenyl)imidazo[1,5-a]pyrazine